4-[[6-(trifluoromethyl)pyridin-3-yl]oxy]cyclohexan-1-amine hydrochloride Cl.FC(C1=CC=C(C=N1)OC1CCC(CC1)N)(F)F